ClC1=NC=C(C(=C1)C(=O)NCC(F)C1=C(C=C(C=C1)F)F)OC1=CC(=CC=C1)C1CC1 2-chloro-5-(3-cyclopropyl-phenoxy)-N-[2-(2,4-difluorophenyl)-2-fluoro-ethyl]pyridine-4-carboxamide